FC1=CC=C(C=C1)N1N=CC2=CC(=C(C=C12)C)C1NC(CN(C1)S(=O)(=O)C1=NN(N=C1)C)C 1-(4-fluorophenyl)-6-methyl-5-(6-methyl-4-((2-methyl-2H-1,2,3-triazol-4-yl)sulfonyl)piperazin-2-yl)-1H-indazole